N-(4-methylbenzyl)-4-methyl-N-allenylbenzenesulfonamide CC1=CC=C(CN(S(=O)(=O)C2=CC=C(C=C2)C)C=C=C)C=C1